FC=1C=C(OC2=CC=C3CCN(CC3=C2)C(=O)C2CCN(CC2)C(C=C)=O)C=CC1C(F)(F)F 1-(4-(7-(3-fluoro-4-(trifluoromethyl)phenoxy)-1,2,3,4-tetrahydro-isoquinoline-2-carbonyl)piperidin-1-yl)prop-2-en-1-one